3-chloro-4-((2S)-2-(dimethylamino)-3-(3-(pyridin-3-yl)-3-(1-(trifluoromethyl)cyclopropyl)propanamido)propyl)-N-methylbenzamide ClC=1C=C(C(=O)NC)C=CC1C[C@@H](CNC(CC(C1(CC1)C(F)(F)F)C=1C=NC=CC1)=O)N(C)C